C(#N)C1=CC=C(C=C1)N(C=1C=NC=NC1)CC=1C(=C(C#N)C=CC1)F (((4-cyanophenyl)(pyrimidin-5-yl)amino)methyl)-2-fluorobenzonitrile